[Si](C)(C)(C(C)(C)C)C#CC1=CC(=C(C=N1)C1=C(C2=C(N=CN=C2C)N1C)C1CCC2(CC=3C(=NC(=CC3)C)O2)CC1)C (R)-4-(6-(6-((tert-butyldimethylsilyl)ethynyl)-4-methylpyridin-3-yl)-4,7-dimethyl-7H-pyrrolo[2,3-d]pyrimidin-5-yl)-6'-methyl-3'H-spiro[cyclohexane-1,2'-furo[2,3-b]pyridin]